(2S,4R)-1-((S)-2-amino-3,3-dimethylbutanoyl)-4-hydroxyl-N-((S)-1-(4-(4-methylthiazol-5-yl)phenyl)ethyl)pyrrolidine-2-carboxamide N[C@H](C(=O)N1[C@@H](C[C@H](C1)O)C(=O)N[C@@H](C)C1=CC=C(C=C1)C1=C(N=CS1)C)C(C)(C)C